Ethyl (S)-5-fluoro-3-((R)-5-isopropyl-3-(isoquinolin-1-yl)-4,5-dihydroisoxazole-5-carboxamido)-4-oxopentanoate FCC([C@H](CC(=O)OCC)NC(=O)[C@@]1(CC(=NO1)C1=NC=CC2=CC=CC=C12)C(C)C)=O